butylisooctylphosphite C(CCC)P([O-])([O-])([O-])CCCCCC(C)C